FC=1C=C(C=C(C1)F)[C@@H]1N(OCC1)C1=CC(=NC=N1)NC1=CC(=CC(=C1)N1CCC(CC1)N1CCOCC1)S(=O)(=O)C (R)-6-(3-(3,5-difluorophenyl)isoxazolidin-2-yl)-N-(3-(methylsulfonyl)-5-(4-morpholinopiperidin-1-yl)phenyl)pyrimidin-4-amine